methyl 6-fluorobenzo[d]oxazole-5-carboxylate FC1=CC2=C(N=CO2)C=C1C(=O)OC